CC1=C(C=C2CC[C@@](OC2=C1C)(C)CC/C=C(\C)/CC/C=C(\C)/CCC(=O)O)O 11'-carboxy-gamma-tocotrienol